C(C)(C)(C)OC(=O)N1C(C=CC=C1)=O 2-oxopyridine-1(2H)-formic acid tert-butyl ester